C[Si](N1C(CCCC1)CCC[Si](OC)(OC)C)(C)C N-trimethylsilyl-(piperidin-2-yl)propyl-(methyl)dimethoxysilane